ClC=1C(=C(C=CC1)C1=CC=C2CCC(C2=C1)C(=O)O)OCC1CCCCC1 6-(3-chloro-2-(cyclohexylmethoxy)phenyl)-2,3-dihydro-1H-indene-1-carboxylic acid